2,3-dimethyl-maleic acid C/C(/C(=O)O)=C(/C(=O)O)\C